C(C)(C)(C)OC(=O)N1C(OC[C@H]1C([2H])([2H])OC([2H])([2H])[2H])(C)C.COC=1C=C(CN(C(=O)OCCOCCOC=2C=CC=C(C2)N(C)C)CC2=CC(=CC=C2)OC)C=CC1 5-[bis(3-methoxybenzyl)aminocarbonyloxyethoxyethoxy]dimethylaminobenzene tert-butyl-(4R)-4-[(2H3)methoxy(2H2)methyl]-2,2-dimethyl-1,3-oxazolidine-3-carboxylate